2-((2-(dimethylamino)ethyl)(ethyl)amino)-1-ethanol CN(CCN(CCO)CC)C